CN(CCC1=CC(=CC=C1)C1=NC[C@H](CC1)C)C (S)-N,N-dimethyl-2-(3-(5-methyl-3,4,5,6-tetrahydropyridin-2-yl)phenyl)ethanamine